FC1(CCC(CC1)C1=NC=CC(=C1NC(=O)C1COC(CC1)(C)C)C1=C(C=CC(=C1)F)F)F N-(2-(4,4-difluorocyclohexyl)-4-(2,5-difluorophenyl)pyridin-3-yl)-6,6-dimethyltetrahydro-2H-pyran-3-carboxamide